BrCC(=O)OC Methyl bromoacetate